C(C)(C)(C)OC(=O)N1CCC2(CC(C2)OC)CC1 2-methoxy-7-azaspiro[3.5]nonane-7-carboxylic acid tert-butyl ester